C(#N)CC(=O)C1=CC=C(C(=O)O)C=C1 4-(2-cyanoacetyl)benzoic acid